ferrous bis-glycinate NCC(=O)[O-].NCC(=O)[O-].[Fe+2]